FC1=C(C=C(C=C1)C#CC=1C=C(C(=C(C1)OC)OC)OC)[N+](=O)[O-] 5-((4-fluoro-3-nitrophenyl)ethynyl)-1,2,3-trimethoxybenzene